C(C)(C)(C)OC(=O)N1C[C@@H]2[C@H](C1)CC(C2)N2[C@@H](CCC2)CO (3aR,6aS)-5-((S)-2-(hydroxymethyl)pyrrolidin-1-yl)hexahydrocyclopenta[c]pyrrole-2(1H)-carboxylic acid tert-butyl ester